N-ISOPROPYL-N-((1-(6-METHOXYQUINAZOLIN-4-YL)PIPERIDIN-3-YL)METHYL)BENZENE-SULFONAMIDE C(C)(C)N(S(=O)(=O)C1=CC=CC=C1)CC1CN(CCC1)C1=NC=NC2=CC=C(C=C12)OC